C1(CC1)S(=O)(=O)NC(C1=CC=C(C=C1)C1N(CCN(C1)CC(F)F)CC1=C2C=CNC2=C(C=C1OC)C)=O N-(Cyclopropylsulfonyl)-4-(4-(2,2-difluoroethyl)-1-((5-methoxy-7-methyl-1H-indol-4-yl)methyl)piperazin-2-yl)benzamide